CN1N=CC(=C1)C1=NN(C(=C1C)NC(=O)N[C@@H]1CN(C[C@H]1C1=CC=C(C=C1)F)CCOC)C1=CC=CC=C1 1-(1',4-dimethyl-1-phenyl-1h,1'h-[3,4'-bipyrazole]-5-yl)-3-((3s,4r)-4-(4-fluorophenyl)-1-(2-methoxyethyl)pyrrolidin-3-yl)urea